C(C)(C)(C)OC(N(CCC1=CC=CC=C1)CCCCO)=O (4-hydroxybutyl)(2-phenylethyl)carbamic acid tert-butyl ester